CC1=CC=C(\C=C/C2CCNCC2)C=C1 (Z)-4-(4-methylstyryl)piperidine